7-[6-[bis[(4-methoxyphenyl)methyl]amino]-4-methyl-3-(trifluoromethyl)-2-pyridinyl]-6-methyl-5,6,7,8-tetrahydro-3H-quinazolin-4-one COC1=CC=C(C=C1)CN(C1=CC(=C(C(=N1)C1C(CC=2C(NC=NC2C1)=O)C)C(F)(F)F)C)CC1=CC=C(C=C1)OC